ClC1=C(C=CC=C1OC)C=1C(N(C(N(C1)CC(=O)N1CCC(CC1)N1C(NC2=C(CC1)C=C(C=C2)OC)=O)=O)C(C)C)=O 5-(2-Chloro-3-methoxy-phenyl)-3-isopropyl-1-{2-[4-(7-methoxy-2-oxo-1,2,4,5-tetrahydro-benzo[d][1,3]diazepin-3-yl)-piperidin-1-yl]-2-oxo-ethyl}-1H-pyrimidine-2,4-dione